The molecule is a substituted phenothiazine in which the ring nitrogen at position 10 is attached to C-3 of an N,N-dimethylpropanamine moiety. It has a role as a phenothiazine antipsychotic drug, an antiemetic, a dopaminergic antagonist, an EC 3.4.21.26 (prolyl oligopeptidase) inhibitor and an anticoronaviral agent. It is a member of phenothiazines, an organochlorine compound and a tertiary amine. CN(C)CCCN1C2=CC=CC=C2SC3=C1C=C(C=C3)Cl